o-methyl-phenyl methyl ether COC1=C(C=CC=C1)C